9-(4-benzothien-2-yl-phenyl)-3,6-di-quinolin-3-yl-9H-carbazole S1C(=CC2=C1C=CC=C2)C2=CC=C(C=C2)N2C1=CC=C(C=C1C=1C=C(C=CC21)C=2C=NC1=CC=CC=C1C2)C=2C=NC1=CC=CC=C1C2